ClC=1C=C(C=C(C1)C(C)(C)C=1SC(=CC1)C(C)C)C=1C2=C(SC1C(=O)N)C=CC(=C2)C(C)(C)S(=O)(=O)C (3-chloro-5-(2-(5-isopropylthiophen-2-yl)propan-2-yl)phenyl)-5-(2-(methylsulfonyl)propan-2-yl)benzo[b]thiophene-2-carboxamide